4-amino-N-(4-bromobenzyl)-N-cyclopropyl-7-fluoro-1-methyl-1H-pyrazolo[4,3-c]quinoline-8-carboxamide NC1=NC=2C=C(C(=CC2C2=C1C=NN2C)C(=O)N(C2CC2)CC2=CC=C(C=C2)Br)F